8-(tert-butyl) 1-methyl 7-(3-bromophenyl)-2,2-dimethyloctane-dioate BrC=1C=C(C=CC1)C(CCCCC(C(=O)OC)(C)C)C(=O)OC(C)(C)C